COC(=O)C1=CC2=C(N=C(S2)N2[C@@H]3C[C@H]([C@H](C2)C3)OCC=3C(=NOC3C3CC3)C3=C(C=CC=C3Cl)Cl)C=C1 2-((1S,4S,5R)-5-((5-cyclopropyl-3-(2,6-dichlorophenyl)isoxazol-4-yl)methoxy)-2-azabicyclo[2.2.1]hept-2-yl)benzo[d]thiazole-6-carboxylic acid methyl ester